3,4-dicarboxylthiophene C(=O)(O)C1=CSC=C1C(=O)O